N-{4-[(2S)-2,3-dihydro-1,4-benzodioxin-2-yl]benzyl}-N-methylethanamine O1[C@H](COC2=C1C=CC=C2)C2=CC=C(CN(CC)C)C=C2